ClC1=C(C(=CC=C1)F)N1C=2N(C3=C(C1=O)C=NC(=N3)NC3=CC=C(C=C3)OC3CCN(CC3)C)CCN2 6-(2-Chloro-6-fluorophenyl)-2-((4-((1-methylpiperidin-4-yl)oxy)phenyl)amino)-8,9-dihydroimidazo[1,2-a]pyrimido[5,4-e]pyrimidin-5(6H)-one